FC=1C=CC(=NC1)CC(=O)N1C2CN(CC1CC2)C2=NC=C(C=C2)C2=C1C=CC=NC1=CC(=N2)C=2C=NN(C2)C 2-(5-Fluoropyridin-2-yl)-1-(3-(5-(7-(1-methyl-1H-pyrazol-4-yl)-1,6-naphthyridin-5-yl)pyridin-2-yl)-3,8-diazabicyclo[3.2.1]octan-8-yl)ethan-1-one